BrC1=C(C=CC=C1F)[C@H]1C2=C(CN(C1)C(=O)OC(C)(C)C)SC(=C2)C#N (R)-tert-butyl 4-(2-bromo-3-fluorophenyl)-2-cyano-4,5-dihydrothieno[2,3-c]pyridine-6(7H)-carboxylate